C(CCCCCCCCCCC)SC1=NC=C(C=N1)[N+](=O)[O-] 2-(dodecylthio)-5-nitropyrimidine